ClC=1C(=NC(=C(C1)F)C1=CC=C2C=CNC2=C1F)C(=O)O 3-chloro-5-fluoro-6-(7-fluoro-1H-indol-6-yl)picolinic acid